(S)-Methyl 2-(3-((5-(((S)-1-(3-isopropylphenyl)ethyl)carbamoyl)-2,3-dimethyl-1H-indol-1-yl)methyl)phenoxy)propanoate C(C)(C)C=1C=C(C=CC1)[C@H](C)NC(=O)C=1C=C2C(=C(N(C2=CC1)CC=1C=C(O[C@H](C(=O)OC)C)C=CC1)C)C